8-(1-aminoethyl)-6-methyl-2-(4-pyridyl)quinoline-4-carbonitrile NC(C)C=1C=C(C=C2C(=CC(=NC12)C1=CC=NC=C1)C#N)C